ClC1=C(C=CC=C1)C=1C=C2C=NC(=NC2=C(C1)OC)C1=CC=CC=C1 6-(2-chlorophenyl)-8-methoxy-2-phenylquinazoline